C(C)(C)(C)OC(=O)N1CC(N(CC1)C1=NC=C(C=N1)C(F)(F)F)C 3-methyl-4-(5-(trifluoromethyl)pyrimidin-2-yl)piperazine-1-carboxylic acid tert-butyl ester